N-((2R,3S)-1-(5-methoxy-4-methylpyridin-3-yl)-2-((((CIS)-4-phenylcyclohexyl)oxy)methyl)pyrrolidin-3-yl)methanesulfonamide COC=1C(=C(C=NC1)N1[C@H]([C@H](CC1)NS(=O)(=O)C)CO[C@@H]1CC[C@@H](CC1)C1=CC=CC=C1)C